1-{4-[(2S)-2,3-dihydro-1,4-benzodioxin-2-yl]benzyl}pyrrolidin-3-ol O1[C@H](COC2=C1C=CC=C2)C2=CC=C(CN1CC(CC1)O)C=C2